N-(3-Chloro-4-(1H-pyrazol-1-yl)phenyl)-1-(isochinolin-8-yl)-5-(trifluoromethyl)-1H-pyrazol-4-carboxamid ClC=1C=C(C=CC1N1N=CC=C1)NC(=O)C=1C=NN(C1C(F)(F)F)C=1C=CC=C2C=CN=CC12